CCCCCCCCCCCCCCCCCCCCCCCCCC(=O)N[C@@H](CO[C@@H]1[C@@H]([C@H]([C@H]([C@H](O1)CO)OCCC)O)O)[C@@H]([C@@H](CCCCCCCCCCCCCC)O)O The molecule is a glycophytoceramide having a 4-O-propyl-alpha-D-galactosyl residue at the O-1 position and a hexacosanoyl group attached to the nitrogen. One of a series of an extensive set of 4"-O-alkylated alpha-GalCer analogues evaluated (PMID:30556652) as invariant natural killer T-cell (iNKT) antigens. It derives from an alpha-D-galactose.